5-{4-chloro-5H,6H,7H,8H-pyrido[3,4-d]pyrimidine-7-carbonyl}-6-methyl-N-(1-methylcyclopropyl)furo[2,3-d]pyrimidin-4-amine ClC=1C2=C(N=CN1)CN(CC2)C(=O)C2=C(OC=1N=CN=C(C12)NC1(CC1)C)C